1-(2-Fluoroethyl)-1H-indazole-5-carbaldehyde FCCN1N=CC2=CC(=CC=C12)C=O